Br\C(=C/C=O)\C1=CC=C(C=C1)C#N (Z)-3-bromo-3-(p-cyanophenyl)acrolein